N-(4-chlorophenyl)-4-chlorobenzamide ClC1=CC=C(C=C1)NC(C1=CC=C(C=C1)Cl)=O